[Br-].C(C1=CC=CC=C1)[N+]1(CCCCCC1)CC(=O)NC1=C(SC=C1C)C(=O)OC 1-benzyl-1-(2-((2-(methoxycarbonyl)-4-methylthiophen-3-yl)amino)-2-oxoethyl)azepan-1-ium bromide